N-(1-(3,3-difluorocyclobutyl)-2-oxo-1,2-dihydropyridin-3-yl)-2-((1S,6R)-6-(fluoromethyl)-3-azabicyclo[4.1.0]heptan-3-yl)-4-((2-hydroxyethyl)sulfonamido)benzamide FC1(CC(C1)N1C(C(=CC=C1)NC(C1=C(C=C(C=C1)NS(=O)(=O)CCO)N1C[C@H]2C[C@]2(CC1)CF)=O)=O)F